7-Bromo-1-(2-chlorophenyl)-6-fluoroquinazoline-2,4(1H,3H)-dione BrC1=C(C=C2C(NC(N(C2=C1)C1=C(C=CC=C1)Cl)=O)=O)F